N-(3,6-dimethyl-10,10-dioxido-9H-thioxanthen-9-yl)-2-oxo-5-(pyrimidin-2-yl)-6-(trifluoromethyl)-1,2-dihydropyridine-3-carboxamide CC=1C=CC=2C(C3=CC=C(C=C3S(C2C1)(=O)=O)C)NC(=O)C=1C(NC(=C(C1)C1=NC=CC=N1)C(F)(F)F)=O